COC1=C(/C=C/C=2NC3=CC=CC=C3C2C2=CC=CC=C2)C=CC=C1 (E)-2-(2-methoxystyryl)-3-phenyl-1H-indole